FC1=C(C=CC(=C1)F)C=1C2=C(N=C(N1)[C@H]1C[C@@H](OCC1)C=1C=NN(C1)C)N=C(C(=C2)C)C 4-(2,4-difluorophenyl)-6,7-dimethyl-2-((2R,4R)-2-(1-methyl-1H-pyrazol-4-yl)tetrahydro-2H-pyran-4-yl)pyrido[2,3-d]pyrimidine